SC=1C=C(C=CC1)C(C)=O 3'-mercaptoacetophenone